6-(5-cyanopyrazin-2-ylamino)-N-ethyl-4-(piperidin-4-ylmethylamino)pyridazine-3-carboxamide C(#N)C=1N=CC(=NC1)NC1=CC(=C(N=N1)C(=O)NCC)NCC1CCNCC1